tert-butyl N-[(1S)-3-amino-2-hydroxy-3-oxo-1-[[(3S)-2-oxopyrrolidin-3-yl] methyl]propyl]carbamate NC(C([C@H](C[C@H]1C(NCC1)=O)NC(OC(C)(C)C)=O)O)=O